F[C@@H](C=O)[C@H](O)[C@H](O)CO 2-fluoro-2-deoxyribose